N-[4-(1-naphthyl)phenyl-2,3,5,6-d4][1,1'-biphenyl]-4-amine C1(=CC=CC2=CC=CC=C12)C1=C(C(=C(C(=C1[2H])[2H])NC1=CC=C(C=C1)C1=CC=CC=C1)[2H])[2H]